COC(C1=CN=C(C=C1)C1=C(C=C(C=C1)C1=NOC(=N1)C)C1CC1)=O 6-(2-cyclopropyl-4-(5-methyl-1,2,4-oxadiazol-3-yl)phenyl)nicotinic acid methyl ester